C1(CC1)C1=NC(=NO1)C1(CCN(CC1)C(=O)NC1=C(C=CC=C1N1CCN(CC1)C(C)C)F)C 4-(5-cyclopropyl-1,2,4-oxadiazol-3-yl)-N-{2-fluoro-6-[4-(propan-2-yl)piperazin-1-yl]phenyl}-4-methylpiperidine-1-carboxamide